4-(hexylamino)-N-[2-(4-nitrophenyl)ethyl]Pyrrolidine-2-carboxamide C(CCCCC)NC1CC(NC1)C(=O)NCCC1=CC=C(C=C1)[N+](=O)[O-]